ClC1=CC(=CC=2N(C(OC21)=O)C)C2=CC=C(C=C2)C[C@@H](C#N)NC(=O)[C@H]2OCCCNC2 (S)-N-{(1S)-2-[4-(7-Chloro-3-methyl-2-oxo-2,3-dihydro-1,3-benzoxazol-5-yl)phenyl]-1-cyanoethyl}-1,4-oxazepane-2-carboxamide